(S)-N-(4-(6-(1-hydroxypropyl)-4-methylpyridin-3-yl)thiazolo[5',4':3,4]benzo[1,2-d]oxazol-7-yl)cyclopropanecarboxamide O[C@@H](CC)C1=CC(=C(C=N1)C1=CC2=C(C3=C1N=CO3)SC(=N2)NC(=O)C2CC2)C